BrC=1C=C(C(=O)O)C=C(C1O)C=O 3-bromo-5-formyl-4-hydroxybenzoic acid